bromo-1-(6-fluoro-4-(4-fluorophenyl)-3,4-dihydroquinoxalin-1(2H)-yl)propan-1-one BrC(C(=O)N1CCN(C2=CC(=CC=C12)F)C1=CC=C(C=C1)F)C